C(C)C1=CC=CC2=CC=CC=C12 1-Ethyl-naphthalene